COC1=NC=NC(=C1CO)C1=CC=CC=C1 (4-Methoxy-6-phenylpyrimidin-5-yl)methanol